(3S)-3-(3,5-Difluorophenyl)isoxazolidine FC=1C=C(C=C(C1)F)[C@H]1NOCC1